ClC=1C=CC(=C(C1)N1CON(CO1)C(C(=O)NC=1C=C2C=CN=C(C2=CC1)OC)CC1=CC=CC=C1)N1N=NN=C1 2-(4-(5-Chloro-2-(1H-tetrazol-1-yl)phenyl)-2,5-dioxapiperazin-1-yl)-N-(1-methoxyisoquinolin-6-yl)-3-phenylpropionamide